(5-methyl-1,3-thiazol-4-yl)methylamine CC1=C(N=CS1)CN